5-(2,3-dichloropyridin-4-yl)-6-methyl-2-(1-oxo-1,3-dihydrospiro[indene-2,4'-piperidin]-1'-yl)pyrimidine-4-carbonitrile ClC1=NC=CC(=C1Cl)C=1C(=NC(=NC1C)N1CCC2(CC1)C(C1=CC=CC=C1C2)=O)C#N